C1(=CC=CC=C1)C1=CC=C(C=C1)C1=C(C=C(C=C1)C1=CC=CC=C1)C1=C(C=2C3=CC(=CC=C3C3=C(C=C(C=C3C2C(=C1)C1=CC=CC=C1)Br)C1=CC=CC=C1)Br)C1=CC=CC=C1 2-([1,1':4',1'':4'',1'''-quaterphenyl]-2''-yl)-6,11-dibromo-1,4,8-triphenyltriphenylene